FC=1C=C(C=CC1F)[C@H]1[C@@H](CN(C1)CCOC)NC(=O)NC1=C(C(=NN1C1=CC=CC=C1)C=1C=NN(C1)C(C)C)C 1-((3S,4R)-4-(3,4-difluorophenyl)-1-(2-methoxyethyl)pyrrolidin-3-yl)-3-(1'-isopropyl-4-methyl-1-phenyl-1H,1'H-[3,4'-bipyrazol]-5-yl)urea